tert-butyl 2-(5-aminopyridin-3-yl)-5-methylpyrrolidine-1-carboxylate NC=1C=C(C=NC1)C1N(C(CC1)C)C(=O)OC(C)(C)C